COC(=O)C1N=C(OC1C)CCCC1=CC=CC=C1 5-Methyl-2-(3-phenylpropyl)-4,5-dihydro-oxazole-4-carboxylic acid methyl ester